2-hydroxynicotinaldehyde OC1=C(C=O)C=CC=N1